3,3-dichloro-1-butene ClC(C=C)(C)Cl